3-(sec-butyl)-4-(1,2,4-oxadiazol-3-yl)-1,3,4,5-tetrahydro-2H-benzo[1,4]diazepin-2-one C(C)(CC)C1C(NC2=C(CN1C1=NOC=N1)C=CC=C2)=O